4-methyl-1-(pyridin-2-yl)-1H-pyrazol-3-amine CC=1C(=NN(C1)C1=NC=CC=C1)N